ClC=1C=CC(=C(C1)C1=CC(=C(N=N1)OC1COCC1)N)F 6-(5-chloro-2-fluorophenyl)-3-(oxolane-3-yloxy)pyridazin-4-amine